NC1=NC=NN2C1=C(C=C2C=2C=C(C(=NC2)OC)C(=O)N[C@@H]2CN(C[C@@H]2F)C(=O)OCCOC)C(F)(F)F 2-methoxyethyl (3R,4S)-3-{5-[4-amino-5-(trifluoromethyl)pyrrolo[2,1-f][1,2,4]triazin-7-yl]-2-methoxypyridine-3-amido}-4-fluoropyrrolidine-1-carboxylate